FC(C(=O)O)(F)F.C[C@]12CC(C[C@](CC1)(N2)C)N(C=2SC=1N=C(SC1N2)C2=NC=C(N=C2)C=2C=NNC2)C N-[(1R,3s,5S)-1,5-Dimethyl-8-azabicyclo[3.2.1]octan-3-yl]-N-methyl-5-[5-(1H-pyrazol-4-yl)pyrazin-2-yl][1,3]thiazolo[5,4-d][1,3]thiazol-2-amin Trifluoroacetat